2-(4-(6-((4-chloro-2-fluorobenzyl)oxy)-5-fluoropyridin-2-yl)-2,5-difluorobenzyl)-1-((3R,4R)-4-methoxytetrahydrofuran-3-yl)-1H-benzo[d]imidazole-6-carboxylic acid ClC1=CC(=C(COC2=C(C=CC(=N2)C2=CC(=C(CC3=NC4=C(N3[C@@H]3COC[C@@H]3OC)C=C(C=C4)C(=O)O)C=C2F)F)F)C=C1)F